5-[5-Chloro-1-(oxazolidin-2-yl)-6-oxo-1,6-dihydropyridazin-4-yl]-1-[[2-(trifluoromethyl)phenyl]methyl]-1H,4H,5H,6H,7H-pyrazolo[4,3-c]pyridine-3-carboxylic acid ethyl ester C(C)OC(=O)C1=NN(C2=C1CN(CC2)C=2C=NN(C(C2Cl)=O)C2OCCN2)CC2=C(C=CC=C2)C(F)(F)F